C(C1=CC=CC=C1)N1CC(CC1)(C(F)(F)F)NC(OC(C)(C)C)=O tert-butyl N-[1-benzyl-3-(trifluoromethyl)pyrrolidin-3-yl]carbamate